N-(3-(4-amino-2',3',5',6'-tetrahydrospiro[chromane-2,4'-pyran]-7-yl)-4-methylphenyl)-2-(trifluoromethyl)isonicotinamide NC1CC2(CCOCC2)OC2=CC(=CC=C12)C=1C=C(C=CC1C)NC(C1=CC(=NC=C1)C(F)(F)F)=O